N1=CN=C(C=C1)CC=O 2-(pyrimidin-4-yl)ethan-1-one